7-fluoro-2-((2R,4S)-2-fluoro-4-((6-oxo-5-(trifluoromethyl)-1,6-dihydropyridazin-4-yl)amino)hexyl)-6-(5-(trifluoromethyl)pyrimidin-2-yl)isoquinolin-1(2H)-one FC1=C(C=C2C=CN(C(C2=C1)=O)C[C@@H](C[C@H](CC)NC=1C=NNC(C1C(F)(F)F)=O)F)C1=NC=C(C=N1)C(F)(F)F